FC1=CC(=CC(=C1N)[N+](=O)[O-])N1CCN(CC1)C 6-fluoro-4-(4-methylpiperazin-1-yl)-2-nitroaniline